2,4-dichlorobenzo[4,5]thieno[3,2-d]pyrimidine ClC=1N=C(C2=C(N1)C1=C(S2)C=CC=C1)Cl